FC1=C(C#N)C=C(C(=C1)CO)OC 2-fluoro-4-(hydroxymethyl)-5-methoxybenzonitrile